NCC(CN(C)CCO)O amino-3-((2-hydroxyethyl)(methyl)amino)propan-2-ol